ClC1=C(C=CC(=C1)N=C=S)OC(F)F 2-chloro-1-(difluoromethoxy)-4-isothiocyanatobenzene